CC1(OB(OC1(C)C)CC1=CC=C(C=C1)C)C 4,4,5,5-tetramethyl-2-[(4-methylphenyl)methyl]-1,3,2-dioxaborolane